5-bromo-2-(trifluoromethyl)pyrimidine BrC=1C=NC(=NC1)C(F)(F)F